1-(4-((4-(6-cyano-2-methylpyridin-3-yl)piperazin-1-yl)methyl)pyridin-2-yl)-3-ethylurea C(#N)C1=CC=C(C(=N1)C)N1CCN(CC1)CC1=CC(=NC=C1)NC(=O)NCC